C(C)(C)(C)OC(=O)N1[C@@H](C[C@@H](C1)NC1=NC(=CC=C1)C=1C2=C(N(N=C2C=CC1)C)CCCNCC1=CC=C(C=C1)OC)C(=O)O (2s,4s)-1-tert-butoxycarbonyl-4-[[6-[3-[3-[(4-methoxyphenyl)methyl-amino]propyl]-2-methyl-indazol-4-yl]-2-pyridinyl]amino]pyrrolidine-2-carboxylic acid